CC1=C(C2=C(N=CN=C2NC2(CC2)C)O1)C(=O)NC=1C=NC(=NC1)N1CC2CCC(C1)O2 6-methyl-4-[(1-methylcyclopropyl)amino]-N-(2-{8-oxa-3-azabicyclo[3.2.1]oct-3-yl}pyrimidin-5-yl)furo[2,3-d]pyrimidine-5-carboxamide